C12C(CC(CC1)CC[Si](OC)(OC)OC)O2 4-epoxycyclohexylethyl-trimethoxysilane